[1,4]oxazine-6(2H)-carboxylate O1CC=NC=C1C(=O)[O-]